CC=1N=C(C(=NC1C1=CC=CC=2N(C=NC21)C)C(=O)OC)NC2=CC=C(C=C2)N2CCOCC2 Methyl 5-methyl-6-(1-methylbenzimidazol-4-yl)-3-(4-morpholinoanilino)pyrazine-2-carboxylate